(5R)-3-Imino-2,2,5-trimethyl-5-(8-(2,2,2-trifluoroethoxy)-4a,9b-dihydrodibenzo[b,d]thiophen-2-yl)thiomorpholine 1,1-dioxide N=C1N[C@@](CS(C1(C)C)(=O)=O)(C1=CC2C(SC3=C2C=C(C=C3)OCC(F)(F)F)C=C1)C